NC(CC=1C=NC=[N+](C1)C)C(=O)O 5-(2-amino-2-carboxyethyl)-1-methylpyrimidin-1-ium